FC=1C=C(C=C(C1)F)C=1C(OC2=CC(=CC=C2C1C)OC1OCCCC1)C1=CC=C(C=C1)/C=C/CN1CCC(CC1)CF 1-((E)-3-{4-[3-(3,5-difluorophenyl)-4-methyl-7-(tetrahydropyran-2-yloxy)-2H-chromen-2-yl]-phenyl}allyl)-4-fluoromethylpiperidine